O=C(CC(=O)O)NC(=N)[C@H]1N2C(N([C@H](CC1)C2)OS(=O)(=O)O)=O 3-oxo-3-((2S,5R)-7-oxo-6-(sulfooxy)-1,6-diazabicyclo[3.2.1]octane-2-carboximidamido)propanoic acid